ClC1=CC=C(C=C1)C1=C(N=CN1)C 5-(4-chlorophenyl)-4-methyl-1H-imidazol